3-(hexadecyloxy)propyl ((((3aS,4R,6S,6aS)-6-(4-aminopyrrolo[2,1-f][1,2,4]triazin-7-yl)-4-cyano-2,2-dimethyltetrahydrofuro[3,4-d][1,3]dioxol-4-yl) methoxy)(phenoxy)phosphoryl)alaninate NC1=NC=NN2C1=CC=C2[C@@H]2O[C@]([C@@H]1[C@H]2OC(O1)(C)C)(C#N)COP(=O)(OC1=CC=CC=C1)N[C@@H](C)C(=O)OCCCOCCCCCCCCCCCCCCCC